1-[(4-chlorophenyl)methyl]-3-[4-[(3-methyl-2-oxopyrrolidin-1-yl)methyl]phenyl]urea ClC1=CC=C(C=C1)CNC(=O)NC1=CC=C(C=C1)CN1C(C(CC1)C)=O